cyclopropylmethylmethane C1(CC1)CC